2-[2-(dimethylamino)ethoxy]-N-hexyl-acetamide CN(CCOCC(=O)NCCCCCC)C